CC1(COC1)C1=CC=C(OCCCC(=O)NCC(=O)O)C=C1 (4-(4-(3-Methyloxetan-3-yl)phenoxy)butanoyl)glycine